5-(tert-butyl)-N-(2-(2-methoxyethyl)-8-(2-((1-methyl-1H-pyrazol-4-yl)amino)pyrimidin-4-yl)-2,3,4,5-tetrahydro-1H-benzo[c]azepin-5-yl)-1,2,4-oxadiazole-3-carboxamide C(C)(C)(C)C1=NC(=NO1)C(=O)NC1C2=C(CN(CC1)CCOC)C=C(C=C2)C2=NC(=NC=C2)NC=2C=NN(C2)C